(1-((5-nitro-1-p-toluenesulfonyl-1H-pyrrolo[2,3-b]pyridin-4-yl)amino)piperidin-4-yl)ethanol [N+](=O)([O-])C=1C(=C2C(=NC1)N(C=C2)S(=O)(=O)C2=CC=C(C)C=C2)NN2CCC(CC2)C(C)O